N-[5-(2,2-difluoroethyl)-4,6-dimethoxy-pyrimidin-2-yl]-6-fluoro-7-(2-pyrimidinyl)-1H-indole-3-sulfonamide FC(CC=1C(=NC(=NC1OC)NS(=O)(=O)C1=CNC2=C(C(=CC=C12)F)C1=NC=CC=N1)OC)F